FC1=CC=C(C=C1)NC(C(=O)NCC(C)=O)=O N1-(4-Fluorophenyl)-N2-(2-oxopropyl)oxalamide